Cl.NC/C(/CN1N=CN(C1=O)CC=1SC(=CC1)C1=CC=2C(=NON2)C=C1)=C/F 2-[(2Z)-2-(aminomethyl)-3-fluoroprop-2-en-1-yl]-4-[5-(2,1,3-benzooxadiazol-5-yl)thiophen-2-yl]methyl-2,4-dihydro-3H-1,2,4-triazol-3-one hydrochloride